FC1=CC=C(C=C1)NC(=O)C1(CC1)C(=O)NC1=CC=C(C=C1)OC1=CC=NC2=CC(=CC=C12)C1=CC(N(C=C1)C)=O 1-N'-(4-fluorophenyl)-1-N-[4-[7-(1-methyl-2-oxopyridin-4-yl)quinolin-4-yl]oxyphenyl]cyclopropane-1,1-dicarboxamide